COC1=CC=CC=2NC(=NC21)C=O 4-methoxy-1H-benzimidazole-2-carbaldehyde